FC1=CC(=C(OC=2C(=CC(N(C2)CCC(F)(F)F)=O)C=2C3=C(C(N(C2)C)=O)NC=C3)C(=C1)C)C 4-(5-(4-fluoro-2,6-dimethylphenoxy)-2-oxo-1-(3,3,3-trifluoropropyl)-1,2-dihydropyridin-4-yl)-6-methyl-1,6-dihydro-7H-pyrrolo[2,3-c]pyridin-7-one